ClC1=NC=C(C=C1[C@H](CC=C)N[S@@](=O)C(C)(C)C)Cl (S)-N-((S)-1-(2,5-dichloropyridin-3-yl)but-3-en-1-yl)-2-methylpropane-2-sulfinamide